C1(=CC=CC=C1)C(C)=NC=1C=NC=CC1 1-phenyl-N-(3-pyridyl)ethanimine